spirost-5-ene-3beta-ol C[C@H]1[C@H]2[C@H](C[C@H]3[C@@H]4CC=C5C[C@H](CC[C@]5(C)[C@H]4CC[C@]23C)O)O[C@]12CCC(C)CO2